CC=1N=CSC1C(=O)N1CCCCC1 1-[(4-methyl-1,3-thiazol-5-yl)carbonyl]piperidin